N-(2-methoxyethyl)-N-(2-pyridylmethyl)-2-[2-(3,4-dichlorophenyl)-7-methyl-imidazo[1,2-a]pyridin-3-yl]-acetamide COCCN(C(CC1=C(N=C2N1C=CC(=C2)C)C2=CC(=C(C=C2)Cl)Cl)=O)CC2=NC=CC=C2